1-(4-(2-(2,6-dimethylpyridin-4-yl)-3-isopropyl-1H-indol-5-yl)piperidin-1-yl)-2-(((tetrahydrofuran-2-yl)methyl)amino)ethan-1-one CC1=NC(=CC(=C1)C=1NC2=CC=C(C=C2C1C(C)C)C1CCN(CC1)C(CNCC1OCCC1)=O)C